C(C)(C)(C)OC(=O)N1CCN(CC1)C1=C(C(=C2C[C@H](COC2=C1)NC(=O)OCC1=CC=CC=C1)F)Br (R)-4-(3-(((benzyloxy)carbonyl)amino)-6-bromo-5-fluorochroman-7-yl)piperazine-1-carboxylic acid tert-butyl ester